NC1=NC=CC=C1C1=NC=2C(=NC(=CC2)N2N=CC=C2)N1C=1C=C2CC[C@@H](C2=CC1)NC(C1=C(C=C(C(=C1)OC)OC)F)=O N-[(1S)-5-[2-(2-aminopyridin-3-yl)-5-(pyrazol-1-yl)imidazo[4,5-b]pyridin-3-yl]-2,3-dihydro-1H-inden-1-yl]-2-fluoro-4,5-dimethoxybenzamide